C(C)O[C@H](C)C=1C=C(C(=O)O)C=C(C1)F (R)-3-(1-ethoxyethyl)-5-fluorobenzoic acid